(1R,3S,4R)-2-(1-((3-chlorophenyl)amino)cyclopropane-1-carbonyl)-N-((R)-1-cyano-2-((R)-2-oxopiperidin-3-yl)ethyl)-5,5-difluoro-2-azabicyclo[2.2.2]octane-3-carboxamide ClC=1C=C(C=CC1)NC1(CC1)C(=O)N1[C@H]2CC([C@@H]([C@H]1C(=O)N[C@H](C[C@@H]1C(NCCC1)=O)C#N)CC2)(F)F